(S)-5-(1-(3-methoxybenzyl)piperidin-3-yl)-2-(4-methoxyphenyl)-2,4-dihydro-3H-1,2,4-triazol-3-one COC=1C=C(CN2C[C@H](CCC2)C=2NC(N(N2)C2=CC=C(C=C2)OC)=O)C=CC1